3-(5-Amino-6-(2-(methylthio)pyrimidin-4-yl)pyrazin-2-yl)-N-(4-hydroxybicyclo[2.1.1]hexan-1-yl)-4-(methyl-d3)benzenesulfonamide NC=1N=CC(=NC1C1=NC(=NC=C1)SC)C=1C=C(C=CC1C([2H])([2H])[2H])S(=O)(=O)NC12CCC(C1)(C2)O